2-[3-Fluoro-5,5-dioxido-9-(trifluoromethyl)-6H-dibenzo[c,e][1,2]thiazin-6-yl]-N-[3-hydroxy-1-(2-hydroxyethyl)propyl]acetamide FC1=CC2=C(C3=C(N(S2(=O)=O)CC(=O)NC(CCO)CCO)C=CC(=C3)C(F)(F)F)C=C1